NCCCOC=1C=NC=C(C1C1=CC(=NN1)NC=1N=CC(=NC1)C#N)OC 5-((5-[3-(3-aminopropoxy)-5-methoxypyridin-4-yl]-1H-pyrazol-3-yl)amino)pyrazine-2-carbonitrile